C1(CC1)C=1N=CC=2N(C1[C@H](C=1N=NN(C1)C1=CC=C(OCC(C)(O)C)C=C1)O)C=NC2 |r| rac-1-(4-{4-[(6-cyclopropyl-imidazo[1,5-a]pyrazin-5-yl)-hydroxy-methyl]-[1,2,3]triazol-1-yl}-phenoxy)-2-methyl-propan-2-ol